1,1,3,5,7,7-hexamethyl-1,3,5,7-tetraphenyltetrasiloxane C[Si](O[Si](O[Si](O[Si](C1=CC=CC=C1)(C)C)(C1=CC=CC=C1)C)(C1=CC=CC=C1)C)(C1=CC=CC=C1)C